P(OCC)(OCC)(OCC1OC1)=O phosphoric acid, diethyl oxiranylmethyl ester